tert-butyl (4-(3-bromo-5-fluorophenoxy)-7-((trifluoromethyl)sulfonyl)-2,3-dihydrospiro[indene-1,2'-[1,3]dioxolan]-3-yl)carbamate BrC=1C=C(OC2=C3C(CC4(OCCO4)C3=C(C=C2)S(=O)(=O)C(F)(F)F)NC(OC(C)(C)C)=O)C=C(C1)F